1-(5-((2-chlorobenzyl)oxy)octahydrocyclopenta[c]pyrrole-2-carbonyl)-4-(trifluoromethyl)-1H-pyrazole-3-carboxylic acid ClC1=C(COC2CC3C(CN(C3)C(=O)N3N=C(C(=C3)C(F)(F)F)C(=O)O)C2)C=CC=C1